(cyanomethyl)-2,3-difluorobenzonitrile C(#N)CC1=C(C(=C(C#N)C=C1)F)F